[1-(3,4-Dichlorophenyl)-3-{N-[(naphthalen-2-yl) methoxy]acetamido} propyl]propyl phosphonate P(OCCCC(CCN(C(C)=O)OCC1=CC2=CC=CC=C2C=C1)C1=CC(=C(C=C1)Cl)Cl)([O-])=O